NCC(CCC[Si](OC)(OC)OC)O 1-amino-5-(trimethoxysilyl)pentan-2-ol